CC=1C(=NC(=C(C(=O)O)C1C(=C)OCC)F)Br methyl-6-bromo-4-(1-ethoxyvinyl)-2-fluoronicotinic acid